Methyl-trimethoxysilan tert-butyl-4-(((6-(5-methylfuran-2-yl)-1-(3-(pyrrolidin-1-yl)propyl)-1H-indazol-4-yl)amino)methyl)piperidine-1-carboxylate C(C)(C)(C)OC(=O)N1CCC(CC1)CNC1=C2C=NN(C2=CC(=C1)C=1OC(=CC1)C)CCCN1CCCC1.C[Si](OC)(OC)OC